((5aS,6R,11bR)-14-(cyclopropylmethyl)-5a-hydroxy-10-methoxy-1,2,5,5a,6,7-hexahydro-6,11b-(epiminoethano)naphtho[1,2-d]azepin-3(4H)-yl)(phenyl)methanone C1(CC1)CN1CC[C@]23CCN(CC[C@]2([C@H]1CC1=CC=C(C=C13)OC)O)C(=O)C1=CC=CC=C1